((2-(2-methoxy-7-methylquinoxalin-5-yl)-7,8-dihydrobenzofuro[5,4-d]thiazol-7-yl)methyl) carbamate C(N)(OCC1OC2=C(C1)C1=C(N=C(S1)C1=C3N=CC(=NC3=CC(=C1)C)OC)C=C2)=O